t-butylaminophytol C(C)(C)(C)NCC(C)CCC[C@@H](C)CCC[C@@H](C)CCC\C(\C)=C\CO